FC(=C1CC(NCC1)C1=CC=C(C=C1)C(F)(F)F)F 4-(Difluoromethylene)-2-(4-(trifluoromethyl)phenyl)piperidine